(E)-4-(3,5-dimethylisoxazol-4-yl)-2-(3,7-dimethylocta-2,6-dien-1-yl)-5-pentylbenzene-1,3-diol CC1=NOC(=C1C1=C(C(=C(C=C1CCCCC)O)C\C=C(\CCC=C(C)C)/C)O)C